(3-(pyridin-2-yl)-2H-benzopyran-2-one) iridium [Ir].N1=C(C=CC=C1)C=1C(OC2=C(C1)C=CC=C2)=O